1,3-Dicyclohexylimidazole tetrafluoroborate F[B-](F)(F)F.C1(CCCCC1)N1CN(C=C1)C1CCCCC1